C(C)N1CCC(CC1)COC=1C=CC(=NC1)NC1=NC=C(C(=N1)C1=CC2=C(OCCN2C(C)C)C(=C1)F)F N-(5-((1-ethylpiperidin-4-yl)methoxy)pyridin-2-yl)-5-fluoro-4-(8-fluoro-4-isopropyl-3,4-dihydro-2H-benzo[b][1,4]oxazin-6-yl)pyrimidin-2-amine